Cl.C1(=CC=CC=C1)C(CCNCC(=O)N)C1=CC=CC=C1 N2-(3,3-diphenylpropyl)glycinamide hydrochloride